4-amino-7-isopropylpyrrolo[2,1-f][1,2,4]triazine-5-carboxylic acid NC1=NC=NN2C1=C(C=C2C(C)C)C(=O)O